5-cyclopropyl-1H-pyrazole-3-carbonitrile C1(CC1)C1=CC(=NN1)C#N